(3,3-difluorocyclohexyl)methanol FC1(CC(CCC1)CO)F